ClC1=C(C=CC=C1)C=1OC(=CN1)C(=O)N[C@H](C(N[C@H](C(C=1SC=CN1)O)CCC(F)(F)F)=O)C 2-(2-chlorophenyl)-N-((2S)-1-oxo-1-(((2S)-5,5,5-trifluoro-1-hydroxy-1-(thiazol-2-yl)pentan-2-yl)amino)propan-2-yl)oxazole-5-carboxamide